tert-butyl (2R,4S)-2-[[2,5-difluoro-4-(2-methylpyrazol-3-yl)phenyl]carbamoyl]-4-fluoro-pyrrolidine-1-carboxylate FC1=C(C=C(C(=C1)C=1N(N=CC1)C)F)NC(=O)[C@@H]1N(C[C@H](C1)F)C(=O)OC(C)(C)C